2-(2,6-dioxopiperidin-3-yl)-5-(6-oxo-1,6-dihydropyridin-3-yl)isoindoline-1,3-dione O=C1NC(CCC1N1C(C2=CC=C(C=C2C1=O)C1=CNC(C=C1)=O)=O)=O